6-acetyl-5-fluoro-1-oxo-pyridine-1-ium-3-carboxylic acid methyl ester COC(=O)C=1C[N+](C(=C(C1)F)C(C)=O)=O